(R)-2-amino-3-(benzofuran-3-yl)-propionic acid N[C@@H](C(=O)O)CC1=COC2=C1C=CC=C2